C1(CC1)S(=O)(=O)NC1=NC=CC(=N1)C(C)(CC)NC(C1=C(C=C(C=C1)C1=NC(=CN=C1)OCC)F)=O N-(2-(2-(cyclopropanesulfonylamino)pyrimidin-4-yl)butan-2-yl)-4-(6-ethoxypyrazin-2-yl)-2-fluorobenzamide